CC(CO)(C)NC(C(CC)(CC)CC)=O N-(1,1-Dimethyl-2-hydroxyethyl)-2,2-diethylbutanamid